CCCCC=CC 5-hepta-ene